N1=C(C=CC2=CC=CN=C12)CC[C@@H]1C[C@H](C1)OCC[C@H](NC1=NC=NC2=CC=CC=C12)C(=O)O O-(trans-3-(2-(1,8-naphthyridin-2-yl)ethyl)cyclobutyl)-N-(quinazolin-4-yl)homoserine